Tert-butyl 6-(4-(2-chloro-5-(methoxymethoxy)-3,6-dimethylphenyl)-5-methyl-3-(5,8-diazaspiro[3.5]nonan-5-yl)-1H-pyrazol-1-yl)-2-azaspiro[3.3]heptane-2-carboxylate ClC1=C(C(=C(C=C1C)OCOC)C)C=1C(=NN(C1C)C1CC2(CN(C2)C(=O)OC(C)(C)C)C1)N1C2(CCC2)CNCC1